NC=1N=C(C2=C(N1)C=CN(C2=O)CC2=C(C=C(C=C2)CN2CCN(CC2)C)OC)N[C@H](C)CCC (R)-2-amino-6-(2-methoxy-4-((4-methylpiperazin-1-yl)methyl)benzyl)-4-(pentan-2-ylamino)pyrido[4,3-d]pyrimidin-5(6H)-one